2-[(2-imidazolylethyl)thio]ethanol tert-butyl-(1R,3s,5S)-3-(2-chloro-4-(N-(thiazol-4-yl)sulfamoyl)phenoxy)-8-azabicyclo[3.2.1]octane-8-carboxylate C(C)(C)(C)[C@]12C[C@H](C[C@H](CC1)N2C(=O)OCCSCCC=2NC=CN2)OC2=C(C=C(C=C2)S(NC=2N=CSC2)(=O)=O)Cl